Diisobutylhexane-1,6-diamine C(C(C)C)C(CCCCCN)(N)CC(C)C